ClC1=CC=2N(N=C1CC1C(NC[C@H](C1)C(F)(F)F)=O)C=C(N2)[C@@H](NC(=O)C2=CC=NN2CC)C2CCC(CC2)(F)F N-((1S)-(7-chloro-6-(((5S)-2-oxo-5-(trifluoromethyl)piperidin-3-yl)methyl)imidazo[1,2-b]pyridazin-2-yl)(4,4-difluorocyclohexyl)methyl)-1-ethyl-1H-pyrazole-5-carboxamide